C(C=C)(=O)C(CC)(S(=O)(=O)O)C Acryloylmethylpropanesulfonic acid